tert-butyl (2-((3-((tert-butoxycarbonyl)amino)-2,2-difluorobutoxy)methyl)pyridin-4-yl)(1-(tert-butyl)-3-((1S,3R)-3-((tert-butyldimethylsilyl)oxy)cyclopentyl)-1H-pyrazol-5-yl)carbamate C(C)(C)(C)OC(=O)NC(C(COCC1=NC=CC(=C1)N(C(OC(C)(C)C)=O)C1=CC(=NN1C(C)(C)C)[C@@H]1C[C@@H](CC1)O[Si](C)(C)C(C)(C)C)(F)F)C